C(C)(C)(C)OCCON1C(C2=C(N(C(C=C2CC1)=O)C)NC1=C(C=C(C=C1)C(C)C)F)=O 2-(2-(tert-butoxy)ethoxy)-8-((2-fluoro-4-isopropylphenyl)amino)-7-methyl-3,4-dihydro-2,7-naphthyridine-1,6(2h,7h)-dione